tert-butyl 2-(hydroxymethyl)-4-(2-methylprop-1-en-1-yl)-1H-indole-1-carboxylate OCC=1N(C2=CC=CC(=C2C1)C=C(C)C)C(=O)OC(C)(C)C